NC=1C(=NC(=CC1)C(=O)NC1=CC=C2C(=N1)OC(=N2)N2CCOCC2)C=2C=NC=CC2 amino-N-(2-morpholinyloxazolo[5,4-b]pyridin-5-yl)-[2,3'-bipyridine]-6-carboxamide